CN(C)CC1=C(C=CC(=N1)NC=1C=CC(=C2CNC(C12)=O)C1=CN=C2N1C=CC(=C2)F)[C@]2(OCCC2)C (S)-7-((6-((dimethylamino)methyl)-5-(2-methyltetrahydrofuran-2-yl)pyridin-2-yl)amino)-4-(7-fluoroimidazo[1,2-a]pyridin-3-yl)isoindolin-1-one